5-tertiary butyl-1,3-bis(1-methoxy-1-methylethyl)benzene C(C)(C)(C)C=1C=C(C=C(C1)C(C)(C)OC)C(C)(OC)C